4-(10H-phenazinyl)pyrimidine C1(=CC=CC=2NC3=CC=CC=C3NC12)C1=NC=NC=C1